N-(2-fluoro-4-(4-methylpiperazin-1-yl)phenyl)-4-(4-(4-fluorophenyl)-1-isopropyl-1H-imidazol-5-yl)thiazole-2-carboxamide FC1=C(C=CC(=C1)N1CCN(CC1)C)NC(=O)C=1SC=C(N1)C1=C(N=CN1C(C)C)C1=CC=C(C=C1)F